hydroxybenzamide, ammonium salt [NH4+].OC1=C(C(=O)[NH-])C=CC=C1